2-(4-(benzyloxy)-2,3,6-trimethylbenzyl)-4,4,5,5-tetramethyl-1,3,2-dioxaborolane C(C1=CC=CC=C1)OC1=C(C(=C(CB2OC(C(O2)(C)C)(C)C)C(=C1)C)C)C